methoxy-potassium methyltrifluoroborate salt C[B-](F)(F)F.CO[K]